C(C1=CC=CC=C1)(=O)OC(C)(CC(CC(C)C=CCCCCC)OC(C1=CC=CC=C1)=O)C 2-methyl-6-(1-n-heptenyl)-2,4-heptanediol dibenzoate